COCCN(C1=NC2=CC=CC=C2C(N1NC(CC1=CC=C(C=C1)C(F)(F)F)=O)=O)C N-{2-[(2-Methoxy-ethyl)-methyl-amino]-4-oxo-4H-quinazolin-3-yl}-2-(4-trifluoromethyl-phenyl)-acetamide